4-[4,6-bis(2,4-dimethylphenyl)-1,3,5-triazin-2-yl]benzene-1,3-diol CC1=C(C=CC(=C1)C)C1=NC(=NC(=N1)C1=C(C=C(C=C1)C)C)C1=C(C=C(C=C1)O)O